5-methyl-1,3-benzenedihydrazide CC=1C=C(C=C(C1)C(=O)NN)C(=O)NN